2-(dimethylamino)-1-(3-(2-(2,6-dimethylpyridin-4-yl)-3-isopropyl-1H-indol-5-yl)pyrrolidin-1-yl)ethan-1-one CN(CC(=O)N1CC(CC1)C=1C=C2C(=C(NC2=CC1)C1=CC(=NC(=C1)C)C)C(C)C)C